{4-chloro-1H,3H-furo[3,4-c]quinolin-7-yl}methanol ClC1=NC=2C=C(C=CC2C2=C1COC2)CO